ClC1=C2C=NN(C2=C(C=C1)C(=O)NC1CC2(CCC2)C1)CC1=CC(=C(C=C1)C=1CCCCC1)F (Sa)-6-(4-Chloro-1-((2-fluoro-2',3',4',5'-tetrahydro-[1,1'-biphenyl]-4-yl)methyl)-1H-indazol-7-carboxamido)spiro[3.3]heptan